C1(=CC=CC=C1)N1N=C(C(=C1)/C=C/C(=O)N1C(CCCC1)C(=O)N)C1=CC=C(C=C1)C (E)-1-(3-(1-phenyl-3-p-tolyl-1H-pyrazol-4-yl)acryloyl)piperidine-2-carboxamide